trans-4-((((trans)-4-(5-Chloro-6-methoxypyridin-3-yl)cyclohexyl)methyl)(4-(1-isopropyl-1H-pyrazol-4-yl)pyridin-2-yl)carbamoyl)cyclohexyl 3-(dimethylamino)azetidine-1-carboxylate CN(C1CN(C1)C(=O)O[C@@H]1CC[C@H](CC1)C(N(C1=NC=CC(=C1)C=1C=NN(C1)C(C)C)C[C@@H]1CC[C@H](CC1)C=1C=NC(=C(C1)Cl)OC)=O)C